ClCC1=C(C=NC=C1)NC1C(NC(CC1)=O)=O 3-((4-(Chloromethyl)pyridin-3-yl)amino)piperidine-2,6-dione